N-(3-chloro-5-sulfamoylisoquinolin-7-yl)-2-(2-chlorophenyl)acetamide ClC=1N=CC2=CC(=CC(=C2C1)S(N)(=O)=O)NC(CC1=C(C=CC=C1)Cl)=O